(S)-N-(1-(6,7-difluoro-4-oxo-3,4-dihydrophthalazin-1-yl)ethyl)-5-fluoro-N-methyl-6-(trifluoromethyl)nicotinamide FC=1C=C2C(NN=C(C2=CC1F)[C@H](C)N(C(C1=CN=C(C(=C1)F)C(F)(F)F)=O)C)=O